CCCCCCCCCCCC(=O)O[C@H](COC(=O)CCCCCCCCC/C=C\CCCCCCCC)COP(=O)([O-])OCC[N+](C)(C)C 1-(11Z-eicosenoyl)-2-dodecanoyl-glycero-3-phosphocholine